Ethyl (Z)-2-(4-benzyl-2-((4-methoxyphenyl)imino)-5-oxo-2,5-dihydrofuran-3-yl)acetate C(C1=CC=CC=C1)C1=C(/C(/OC1=O)=N/C1=CC=C(C=C1)OC)CC(=O)OCC